C1(=CC=CC=2C3=CC=CC=C3NC12)C(=O)[O-] 9H-carbazolate